Cl.BrC=1C=CC(=C(C1)[C@]1(N=C(SCC1)N)C)F (S)-4-(5-bromo-2-fluorophenyl)-4-methyl-5,6-dihydro-4H-1,3-thiazin-2-amine HCl salt